dinitroterephthalic acid [N+](=O)([O-])C=1C(=C(C(=O)O)C=CC1C(=O)O)[N+](=O)[O-]